P(O)(=O)(OP(=O)(O)OP(=O)(O)O)OC[C@@H]1[C@H](C([C@@H](O1)N1C(=O)NC(=O)C=C1)=C=O)O carbonyl-2'-deoxyuridine triphosphate